C(#N)C=1C=CC2=C(N(C(=N2)[C@@H](N[S@](=O)C(C)(C)C)C2CCC(CC2)(F)F)COCC[Si](C)(C)C)C1 (R)-N-((S)-(6-cyano-1-((2-(trimethylsilyl)ethoxy)methyl)-1H-benzo[d]imidazol-2-yl)(4,4-difluorocyclohexyl)methyl)-2-methylpropane-2-sulfinamide